tributyl-(1-propen-2-yl)tin C(CCC)[Sn](C(=C)C)(CCCC)CCCC